N1=C(C=CC=C1)C(=O)C1=NC=CC=C1 di(pyridin-2-yl)methanone